ClC1=C(C=CC(=C1)C1=NOC(=N1)C)C1=CC=C(C=C1)C(=O)NC1=NC(=C(C=C1)C#N)OCCN(C)C 2'-chloro-N-(5-cyano-6-(2-(dimethylamino)ethoxy)pyridin-2-yl)-4'-(5-methyl-1,2,4-oxadiazol-3-yl)-[1,1'-biphenyl]-4-carboxamid